ClC1=C2C(=NC(=C1)C)NCC2 4-chloro-6-methyl-2,3-dihydro-1H-pyrrolo[2,3-b]pyridine